C(CCCCC)NC(O)=O.C(N)(OCCCCCC)=O hexyl carbamate (hexyl carbamate)